tert-butyl 2-((4-cyano-3-(1-methylpiperidin-4-yl) phenyl) amino)-6-azaspiro[3.4]octane-6-carboxylate C(#N)C1=C(C=C(C=C1)NC1CC2(C1)CN(CC2)C(=O)OC(C)(C)C)C2CCN(CC2)C